C(C)OCN1C(NC(C(=C1CC1=CC=CC=C1)C(C)C)=O)=O 1-(ethoxymethyl)-5-(1-methylethyl)-6-(phenylmethyl)-2,4(1H,3H)-pyrimidinedione